CN1CC=CC(=C1C)N1CCN(CC1)CC1=CC=2NC(C=3N(C2S1)C=CC3C)=O N,6-dimethyl-5-(4-((6-methyl-5-oxo-4,5-dihydropyrrolo[1,2-a]thieno[3,2-e]pyrazin-2-yl)methyl)piperazin-1-yl)pyridine